FC=1C(=CC2=C(C(NC=3CN(CC(C23)N(C(=O)C=2C=C3C=CC(=CN3C2)F)C)C(=O)OC(C)(C)C)=O)C1)F tert-butyl 8,9-difluoro-1-(6-fluoro-N-methylindolizine-2-carboxamido)-6-oxo-1,4,5,6-tetrahydrobenzo[c][1,7]naphthyridine-3(2H)-carboxylate